(Z)-2-(5-bromo-2-oxoindoline-3-ylidene)-N-(3-nitrophenyl)hydrazinecarbothioamide BrC=1C=C2/C(/C(NC2=CC1)=O)=N/NC(NC1=CC(=CC=C1)[N+](=O)[O-])=S